[Si](C)(C)(C(C)(C)C)OCCCCN 4-((tert-butyldimethylsilyl)oxy)butan-1-amine